5-methyl-6-(piperazin-1-yl)-1-(tetrahydro-2H-pyran-2-yl)-1H-indazole CC=1C=C2C=NN(C2=CC1N1CCNCC1)C1OCCCC1